(4R,6R,7R)-6-methyl-4-[N-methyl-N'-(oxan-4-yl)hydrazinecarbonyl]-6,11-diazatetracyclo[7.6.1.02,7.012,16]hexadeca-1(16),2,9,12,14-pentaen-6-ium C[NH+]1C[C@@H](C=C2C=3C=CC=C4NC=C(C[C@@H]12)C34)C(=O)N(NC3CCOCC3)C